(3Z)-1-iodo-14,14-diethoxy-3-tetradecene ICC\C=C/CCCCCCCCCC(OCC)OCC